3-[(3-chloro-N-methyl-anilino)methyl]-N'-(2,2-difluoroacetyl)isoxazole-5-carbohydrazide ClC=1C=C(N(C)CC2=NOC(=C2)C(=O)NNC(C(F)F)=O)C=CC1